CN1N=C(C(=C1)C=1C=2N(N=C(C1)N1[C@@H](COCC1)C)C(=NC2)C2=CC=NN2)C (R)-4-(4-(1,3-dimethyl-1H-pyrazol-4-yl)-7-(1H-pyrazol-5-yl)imidazo[1,5-b]pyridazin-2-yl)-3-methylmorpholine